FC1=CC=C(C=C1)NC(=O)NC1=CC2=C(N=C(O2)CCC)C=C1 1-(4-fluorophenyl)-3-(2-propylbenzo[d]oxazol-6-yl)urea